6-fluoro-1,3-dicarbonylisoindolin FC1=CC=C2C(NC(C2=C1)=C=O)=C=O